((4S,7S)-4-(benzo[d]thiazol-2-yl)-7-methyl-6,7-dihydro-1H-imidazo[4,5-c]pyridin-5(4H)-yl)(5-(1-methyl-1H-pyrazol-4-yl)-1,3,4-oxadiazol-2-yl)methanone S1C(=NC2=C1C=CC=C2)[C@H]2N(C[C@@H](C1=C2N=CN1)C)C(=O)C=1OC(=NN1)C=1C=NN(C1)C